Manganese (III) oxyhydroxide O(O)O.[Mn+3]